C(C#C)OC1OCCCC1 2-prop-2-ynoxyoxane